pyridyl-bipyrimidyl N1=C(C=CC=C1)C1=NC(=NC=C1)C1=NC=CC=N1